NC1=C(C(=NN1[C@@H]1COC[C@H]1O)C1=CC=C(C=C1)CNC(C1=C(C=CC=C1)OC)=O)C(=O)N 5-amino-1-[trans-4-hydroxytetrahydrofuran-3-yl]-3-[4-[[(2-methoxybenzoyl)amino]methyl]phenyl]pyrazole-4-carboxamide